3-((2-(1-methyl-4,5-dihydro-1H-imidazol-2-yl)-5-((2-methyl-[1,1'-biphenyl]-3-yl)methoxy)phenoxy)methyl)benzonitrile CN1C(=NCC1)C1=C(OCC=2C=C(C#N)C=CC2)C=C(C=C1)OCC=1C(=C(C=CC1)C1=CC=CC=C1)C